2-(6-(3,5-dimethylisoxazol-4-yl)-1-methyl-4-((3-methylpyridin-2-yl)(tetrahydro-2H-pyran-4-yl)methyl)-1,4-dihydropyrazolo[3',4':4,5]Pyrrolo[3,2-b]Pyridin-3-yl)propan-2-ol CC1=NOC(=C1C=1C=C2C(=NC1)C1=C(N2C(C2CCOCC2)C2=NC=CC=C2C)C(=NN1C)C(C)(C)O)C